8-(6-fluoro-8-methyl-4-((S)-1-((S)-1-methylpyrrolidin-2-yl)ethoxy)-1-(piperidin-4-yl)-1H-[1,2,3]triazolo[4,5-c]quinolin-7-yl)-1-naphthonitrile FC1=C(C(=CC=2C3=C(C(=NC12)O[C@@H](C)[C@H]1N(CCC1)C)N=NN3C3CCNCC3)C)C=3C=CC=C1C=CC=C(C31)C#N